(4aS,8aS)-octahydro-1H-pyrido[3,4-b][1,4]oxazine-1-carboxylic acid benzyl ester C(C1=CC=CC=C1)OC(=O)N1[C@@H]2[C@@H](OCC1)CNCC2